1-(1-(4-Methoxybenzyl)-2-carbonyl-1,2-dihydropyrrolo[2,3,4-ij]isoquinolin-5-yl)-2-trifluoromethyl-1H-pyrrole-3-carboxylic acid COC1=CC=C(CN2C(C3=NC=C(C4=CC=CC2=C34)N3C(=C(C=C3)C(=O)O)C(F)(F)F)=C=O)C=C1